FC1=C(C=CC=C1F)C1(CNCC1)OC (+)-3-(2,3-difluorophenyl)-3-methoxypyrrolidine